N'-(2-hydroxyethyl)-1,2-ethanediamine OCCNCCN